methyl 5-phenyl-1H-indole-3-carboxylate C1(=CC=CC=C1)C=1C=C2C(=CNC2=CC1)C(=O)OC